C(C1=CC=CC=C1)SC1=CC(=C(C=C1)[N+](=O)[O-])C benzyl(3-methyl-4-nitrophenyl)sulfane